N(N)C1=NC=C(C=C1)C(F)(F)F 2-hydrazino-5-(trifluoromethyl)pyridine